Tert-butyl (2S,5R)-2-((6-bromo-3-methylpyridin-2-yl) carbamoyl)-4-methylpyrrolidine-1-carboxylate BrC1=CC=C(C(=N1)NC(=O)[C@H]1N(CC(C1)C)C(=O)OC(C)(C)C)C